2-(4-((5-(benzyloxy)-2-(4-methoxyphenyl)-3-methyl-1H-indol-1-yl)methyl)phenyl)-N-(cyclopropylmethyl)ethan-1-amine C(C1=CC=CC=C1)OC=1C=C2C(=C(N(C2=CC1)CC1=CC=C(C=C1)CCNCC1CC1)C1=CC=C(C=C1)OC)C